bis(2,4,8-trimethyl-1,5,6,7-tetrahydro-s-indacen-1-yl)hafnium CC=1C(C2=C(C=3CCCC3C(=C2C1)C)C)[Hf]C1C(=CC2=C(C=3CCCC3C(=C12)C)C)C